NC1=NC2=CC=C(C=C2C=C1C)C(=O)N(CC1=NC=C(C=C1)C(F)(F)F)[C@@H]1[C@H](CCC1)C#N 2-amino-N-((1S,2S)-2-cyanocyclopentyl)-3-methyl-N-((5-(trifluoromethyl)-2-pyridinyl)methyl)-6-quinolinecarboxamide